5-((2-(ethylthio)-5-isopropylpyridin-4-yl)thio)pyrimidine-2,4-diamine C(C)SC1=NC=C(C(=C1)SC=1C(=NC(=NC1)N)N)C(C)C